4-chloropiperidine-1-carbonyl chloride ClC1CCN(CC1)C(=O)Cl